OC[C@@H]1CN(C(C=2N(C1)N=C1C2CN[C@@H](C1)C)=O)C (3R,8R)-8-(hydroxymethyl)-3,10-dimethyl-1,2,3,4,7,8,9,10-octahydro-11H-pyrido[4',3':3,4]Pyrazolo[1,5-a][1,4]Diazepin-11-one